1-(4-fluoro-2-methylphenyl)-3-(pyridin-3-yl)-7-(trifluoromethyl)-2,3-dihydro-quinazolin-4(1H)-one FC1=CC(=C(C=C1)N1CN(C(C2=CC=C(C=C12)C(F)(F)F)=O)C=1C=NC=CC1)C